6-Methoxy-N-(1-methyl-2-oxo-1,2-dihydropyridin-3-yl)-2-((1r,4r)-4-(N-methylacetamido)cyclohexyl)-2H-indazole-5-carboxamide COC=1C(=CC2=CN(N=C2C1)C1CCC(CC1)N(C(C)=O)C)C(=O)NC=1C(N(C=CC1)C)=O